(1R,3r)-1-methyl-3-((R)-4-methyl-3-((S)-1,1,1-trifluoro-2-hydroxypropan-2-yl)-4,5-dihydro-6H-isoxazolo[5,4-e]indazol-6-yl)cyclobutane-1-carbonitrile CC1(CC(C1)N1N=CC=2C3=C([C@@H](CC12)C)C(=NO3)[C@](C(F)(F)F)(C)O)C#N